1-cyclobutyl-4-fluoro-3-methylpyrrolo[2,3-b]pyridin-5-amine C1(CCC1)N1C=C(C=2C1=NC=C(C2F)N)C